ClC=1C=NN(C(C1Cl)=O)CC(=O)NC=1C=C2NC(CNC2=CC1)=O 2-(4,5-dichloro-6-oxopyridazin-1(6H)-yl)-N-(3-oxo-1,2,3,4-tetrahydroquinoxalin-6-yl)acetamide